C(C1=CC=CC=C1)OC1=C(C(=O)C2NCC3=CC(=CC=C23)C(=O)NC)C(=CC(=C1)O)O (2-(benzyloxy)-4,6-dihydroxybenzoyl)-N-methylisoindoline-5-carboxamide